4-chloro-6-fluoro-N3-[2-fluoro-4-(oxetan-3-yl)phenyl]-N1-[(2-methoxyphenyl)methyl]benzene-1,3-dicarboxamide ClC1=C(C=C(C(=C1)F)C(=O)NCC1=C(C=CC=C1)OC)C(=O)NC1=C(C=C(C=C1)C1COC1)F